(1S,2S) and (1R,2R)-4-((4-bromo-1H-pyrazol-1-yl)methyl)-2-fluorocyclopentan-1-ol BrC=1C=NN(C1)CC1C[C@@H]([C@H](C1)O)F |r|